C([C@H](O)[C@@H](O)C(=O)O)(=O)O (+)-dextrotartaric acid